NC=1C(=C(C=C2C=C(N=CC12)NC1=NN2CC(N(CCC2=C1)C)=O)C=1C=NC=C(C1C)C1=CC=NN1)F 2-((8-amino-7-fluoro-6-(4-methyl-5-(1H-pyrazol-5-yl)pyridin-3-yl)isoquinolin-3-yl)amino)-6-methyl-5,6-dihydro-4H-pyrazolo[1,5-d][1,4]diazepin-7(8H)-one